(4-(1-fluoroethyl)phenyl)(phenyl)methanone FC(C)C1=CC=C(C=C1)C(=O)C1=CC=CC=C1